(1-(naphthalen-1-yl)cyclopropyl)-1-(oxetan-3-ylmethyl)-1H-indole-6-carboxamide C1(=CC=CC2=CC=CC=C12)C1(CC1)C=1N(C2=CC(=CC=C2C1)C(=O)N)CC1COC1